tert-Butyl N-[(9R,13S)-3,9-dimethyl-8-oxo-3,4,7-triazatricyclo[12.3.1.02,6]octadeca-1(18),2(6),4,14,16-pentaen-13-yl]carbamate CN1C=2C=3C=CC=C([C@H](CCC[C@H](C(NC2C=N1)=O)C)NC(OC(C)(C)C)=O)C3